1-(5-acetyl-4-hydroxy-2-methoxyphenyl)-3-(2-fluorophenethyl)urea C(C)(=O)C=1C(=CC(=C(C1)NC(=O)NCCC1=C(C=CC=C1)F)OC)O